FC1=C(C=C(C=C1)CC1=NNC(C2=CC=CC=C12)=O)C1=CC2=C(NC(=N2)NC(=O)NC2CCN(CC2)C)C=C1 1-(5-(2-Fluoro-5-((4-oxo-3,4-dihydrophthalazin-1-yl)methyl)phenyl)-1H-benzoimidazol-2-yl)-3-(1-methylpiperidin-4-yl)urea